The molecule is an ethyl 2-chloro-3-{2-chloro-5-[4-(difluoromethyl)-3-methyl-5-oxo-4,5-dihydro-1H-1,2,4-triazol-1-yl]-4-fluorophenyl}propanoate that has R configuration. It derives from a (R)-carfentrazone. It is an enantiomer of a (S)-carfentrazone-ethyl. CCOC(=O)[C@@H](CC1=CC(=C(C=C1Cl)F)N2C(=O)N(C(=N2)C)C(F)F)Cl